aminobenzoate silver [Ag+].NC1=C(C(=O)[O-])C=CC=C1